5-[5-(3,5-dichlorophenyl)-5-trifluoromethyl-4,5-dihydroisoxazol-3-yl]-N-methoxy-3-methyl-pyridinecarboxamide ClC=1C=C(C=C(C1)Cl)C1(CC(=NO1)C=1C=C(C(=NC1)C(=O)NOC)C)C(F)(F)F